BrC=1C2=C(N(N=C2C=CC1)C)C=O 4-bromo-2-methyl-indazole-3-carbaldehyde